4-(TETRAHYDRO-2H-PYRAN-2-YLSULFANYL)PHENYLBORONIC ACID O1C(CCCC1)SC1=CC=C(C=C1)B(O)O